N-(benzo[d]thiazol-2-yl)-2-((4-chlorophenyl)sulfonamido)-4-methylbenzamide S1C(=NC2=C1C=CC=C2)NC(C2=C(C=C(C=C2)C)NS(=O)(=O)C2=CC=C(C=C2)Cl)=O